1-(3-(azetidin-3-yl)-1-(4-(trifluoromethoxy)phenyl)-1H-pyrazolo[3,4-b]pyridin-4-yl)-3-(hydroxymethyl)azetidin-3-ol N1CC(C1)C1=NN(C2=NC=CC(=C21)N2CC(C2)(O)CO)C2=CC=C(C=C2)OC(F)(F)F